CC1=C(C(=O)C2=C(C=CC=C2)P([O-])C2=CC=CC=C2)C(=CC(=C1)C)C 2,4,6-trimethylbenzoyl-diphenylphosphinite